ClC=1C(=C(C=2C(=C(SN2)N2CCN(CC2)C(C=C)=O)C1)F)C1=C2C=NNC2=CC=C1C 1-(4-(5-chloro-7-fluoro-6-(5-methyl-1H-indazol-4-yl)-2,1-benzothiazol-3-yl)-1-piperazinyl)-2-propen-1-one